(3S,5S)-3-((3-(4-Amino-2-methylpyrido[3,2-d]pyrimidin-6-yl)phenyl)ethynyl)-3-hydroxy-1,5-dimethylpyrrolidin-2-one NC=1C2=C(N=C(N1)C)C=CC(=N2)C=2C=C(C=CC2)C#C[C@@]2(C(N([C@H](C2)C)C)=O)O